2-(4-chloro-1,5-diphenyl-pyrazol-3-yl)oxypropanoic acid ClC=1C(=NN(C1C1=CC=CC=C1)C1=CC=CC=C1)OC(C(=O)O)C